2-(1-(4-(hydroxymethyl)piperidine-1-carbonyl)piperidin-4-ylidene)-2-(1H-indazol-4-yl)acetonitrile OCC1CCN(CC1)C(=O)N1CCC(CC1)=C(C#N)C1=C2C=NNC2=CC=C1